(S)-quinuclidin-3-yl (6-(1H-pyrrolo[2,3-b]pyridin-5-yl)-1,2,3,4-tetrahydronaphthalen-1-yl)carbamate N1C=CC=2C1=NC=C(C2)C=2C=C1CCCC(C1=CC2)NC(O[C@@H]2CN1CCC2CC1)=O